C(C(=C)C)(=O)OCCCCCCCCCCCCCCCOC1=CC=C(C=C1)C(C)(C)C1=CC=C(C=C1)OCCCCCCCCCCCCCCCOC(C(=C)C)=O 2,2-bis(4-(methacryloyloxypentadecyloxy)phenyl)propane